ClC1=CC=C(C=C1)C=CC(C=CC1=C(C=CC=C1)O)=O 1-(4-chlorophenyl)-5-(2-hydroxyphenyl)-1,4-pentadien-3-one